B(O)(O)O.FC(C=1C=C(C=C(C1)C(F)(F)F)/C=C/CC(O)(C)C(C)(C)O)(F)F E-2-[3,5-bis(trifluoromethyl)phenyl]vinyl-pinacol borate